hexadecane-3,13-diol CCC(CCCCCCCCCC(CCC)O)O